(1R,2S,3S)-2-METHYL-3-VINYLCYCLOHEXANE-1-SULFONAMIDE C[C@@H]1[C@@H](CCC[C@H]1C=C)S(=O)(=O)N